3-(4-fluoro-2-methyl-phenoxy)-6-iodo-5-methyl-pyridazine-4-carboxylic acid methyl ester COC(=O)C1=C(N=NC(=C1C)I)OC1=C(C=C(C=C1)F)C